tert-butylbicyclo[4.2.0]oct-1(6),2,4-trien-2-ylcarbamate C(C)(C)(C)OC(NC=1C=2CCC2C=CC1)=O